CC1(NC(CC(C1)OC(OC1CC(NC(C1)(C)C)(C)C)=O)(C)C)C bis(2,2,6,6-tetramethyl-4-piperidyl)-carbonate